2-((3-(2-(diallylamino)ethyl)-1H-indol-4-yl)oxy)-6-(hydroxymethyl)tetrahydro-2H-pyran-3,4,5-triol C(C=C)N(CCC1=CNC2=CC=CC(=C12)OC1OC(C(C(C1O)O)O)CO)CC=C